tris[2,4-di(tert-butyl) phenyl] phosphite P(OC1=C(C=C(C=C1)C(C)(C)C)C(C)(C)C)(OC1=C(C=C(C=C1)C(C)(C)C)C(C)(C)C)OC1=C(C=C(C=C1)C(C)(C)C)C(C)(C)C